CC=1C(=C(C=C(C1)C)O)C=1N=NC(=CC1)N1[C@@H]2[C@@H](OCC1)CCOC2 |r| 3,5-dimethyl-2-[6-[rac-(4aS,8aS)-3,4a,5,7,8,8a-hexahydro-2H-pyrano[4,3-b][1,4]oxazin-4-yl]pyridazin-3-yl]phenol